C1(CCCCC1)[C@@H](C(=O)N1CCN(CC1)C(=O)C=1N(C2=CC(=CC=C2C1C(=O)NCCOC)OC)C)NC([C@H](C)NC)=O 2-(4-((S)-2-cyclohexyl-2-((S)-2-(meth-ylamino)propanamido)acetyl)piperazin-1-carbonyl)-6-methoxy-N-(2-meth-oxyethyl)-1-methyl-1H-indole-3-carboxamide